tert-butyl 5-hydroxy-4-methoxy-2,2-dimethylpentanoate OCC(CC(C(=O)OC(C)(C)C)(C)C)OC